BrC=1SC2=C(N1)C(=CC(=C2)C(=O)O)[C@@H]2COCC2 2-bromo-4-[(3R)-oxolan-3-yl]-1,3-benzothiazole-6-carboxylic acid